FC1(CC(C1)C1=NN(C(=C1C=1C=C(C=CC1)C)NC(OC1CC(C1)F)=O)C)F (1s,3s)-3-fluorocyclobutyl (3-(3,3-difluorocyclobutyl)-1-methyl-4-(m-tolyl)-1H-pyrazol-5-yl)carbamate